2,8,9-trimethyl-7-(3-(thiophen-3-yl)-7,8-dihydro-1,6-naphthyridin-6(5H)-yl)-4H-pyrimido[1,2-b]pyridazin-4-one CC=1N=C2N(N=C(C(=C2C)C)N2CC=3C=C(C=NC3CC2)C2=CSC=C2)C(C1)=O